C(CCCCCC)OC1=CC=C(C=C1)O 4-Heptyloxyphenol